trans-4-(5-[4-[(1R)-1-(piperazin-1-yl)ethyl]phenyl]-2-[(3,3,3-trifluoropropyl)amino]pyrrolo[2,3-d]pyrimidin-7-yl)cyclohexan-1-ol N1(CCNCC1)[C@H](C)C1=CC=C(C=C1)C1=CN(C=2N=C(N=CC21)NCCC(F)(F)F)[C@@H]2CC[C@H](CC2)O